[2,7-bis(glycidyloxy)-1-naphthyl][2-(glycidyloxy)-1-naphthyl]methane C(C1CO1)OC1=C(C2=CC(=CC=C2C=C1)OCC1CO1)CC1=C(C=CC2=CC=CC=C12)OCC1CO1